benzoyl-succinimide C(C1=CC=CC=C1)(=O)C1C(=O)NC(C1)=O